CS(=O)(=O)CC(=O)OCCO hydroxyethyl methylsulfonylacetate